7-(2,8-dimethylimidazo[1,2-b]pyridazin-6-yl)-3-(1-ethylpiperidin-4-yl)-5-fluorobenzo[e][1,2,4]triazine CC=1N=C2N(N=C(C=C2C)C2=CC3=C(N=C(N=N3)C3CCN(CC3)CC)C(=C2)F)C1